NCC1(CN(CC1)C(=O)OC(C)(C)C)NC(=O)OCC1=CC=CC=C1 tert-butyl 3-(aminomethyl)-3-(benzyloxycarbonylamino)-1-pyrrolidinecarboxylate